methyl 4-amino-1-((S)-2-chloro-4-methoxy-6-methyl-phenyl)-6-oxo-pyrimidine-5-carboxylate NC=1N=CN(C(C1C(=O)OC)=O)C1=C(C=C(C=C1C)OC)Cl